N-(5-Chloro-6-(oxazol-2-yl)pyridin-3-yl)-1-(chinolin-5-yl)-5-(trifluoromethyl)-1H-pyrazol-4-carboxamid ClC=1C=C(C=NC1C=1OC=CN1)NC(=O)C=1C=NN(C1C(F)(F)F)C1=C2C=CC=NC2=CC=C1